methyl 4-(4-acetoxy-2-(2-chlorophenyl)pyrrolidin-1-yl)benzoate C(C)(=O)OC1CC(N(C1)C1=CC=C(C(=O)OC)C=C1)C1=C(C=CC=C1)Cl